glucosyl-glyceramide C1([C@H](O)[C@@H](O)[C@H](O)[C@H](O1)CO)C(C(=O)N)(O)CO